2-(4,7-diazaspiro[2.5]octan-7-yl)-7-(2,8-dimethylimidazo[1,2-b]pyridazin-6-yl)thiazolo[3,2-a]pyrimidin-5-one C1CC12NCCN(C2)C2=CN1C(=NC(=CC1=O)C=1C=C(C=3N(N1)C=C(N3)C)C)S2